7-cyano-1-(3,5-dimethylphenyl)-3-methyl-1H-benzo[d]imidazole-3-ium triflate [O-]S(=O)(=O)C(F)(F)F.C(#N)C1=CC=CC2=C1N(C=[N+]2C)C2=CC(=CC(=C2)C)C